C(C)(CC)C1OC2=C(C(N1)=O)C=CC=C2 2-(sec-butyl)-2,3-dihydro-4H-benzo[e][1,3]oxazin-4-one